C1C[C@H](N(C1)N=O)C(=O)O N-nitrosoproline